CC(C(=O)O[C@H]1[C@@H](OC([C@H](COC([C@@H]1CC1=CC=CC=C1)=O)NC(=O)C1=NC=CC(=C1OC(=O)OCC(C)C)OC)=O)C)C [(3S,6S,7R,8R)-8-benzyl-3-[(3-isobutoxycarbonyloxy-4-methoxypyridine-2-carbonyl)amino]-6-methyl-4,9-dioxo-1,5-dioxonan-7-yl] 2-methylpropanoate